FC1=C2C=CN(C2=C(C=C1)C)C1CN(CCC1)C1CC(N(CC1)C)=O 4-fluoro-7-methyl-N-(1'-methyl-2'-oxo-[1,4'-bipiperidin]-3-yl)-1H-indole